C(C)(C)(C)OC(=O)N[C@@H](CC(C)C)C(=O)OC=1C=CC2=C(C1)OC(C=1C2N2N(CC1)C(N(C2=O)C2=CC=C(C=C2)C(C)=O)=O)(C)C 2-(4-acetylphenyl)-7,7-dimethyl-1,3-dioxo-2,3,5,12b-tetrahydro-1H,7H-chromeno[4,3-c][1,2,4]triazolo[1,2-a]pyridazin-10-yl (tert-butoxycarbonyl)-L-leucinate